Methyl 4-bromo-2-iodo-benzoate BrC1=CC(=C(C(=O)OC)C=C1)I